FC=1C=C2C(=C(C=NC2=CC1)C(=O)N1CC(C1)O)N1CCC(CC1)(C#N)C1=CC=CC=C1 1-(6-Fluoro-3-(3-hydroxyazetidine-1-carbonyl)quinolin-4-yl)-4-phenylpiperidine-4-carbonitrile